CC(C(=O)OCC(C(F)(F)F)(F)F)=C 2,2,3,3,3-pentafluoropropyl 2-methyl-acrylate